C(#N)[C@H](C[C@H]1C(NCC1)=O)NC(=O)[C@H]1[C@@H]2CC[C@@H]2CN1C(=O)C=1NC2=CC=CC(=C2C1)OC (1R,2R,5S)-N-[(1S)-1-cyano-2-[(3S)-2-oxopyrrolidin-3-yl]ethyl]-3-(4-methoxy-1H-indole-2-carbonyl)-3-azabicyclo[3.2.0]heptane-2-carboxamide